C(C)(C)(C)OC(=O)NC=1C=CC(=C(C#N)C1)F 5-(tert-butoxycarbonyl)amino-2-fluorobenzonitrile